C(C)(C)(C)OC(=O)N1CCN(CC1)CC#CC1=CC=C(C=C1)Br 4-[3-(4-bromophenyl)prop-2-ynyl]piperazine-1-carboxylic acid tert-butyl ester